S-(trifluoromethyl)4-(trifluoromethyl)benzothioate FC(S=C(C1=CC=C(C=C1)C(F)(F)F)[O-])(F)F